N-(1-(butyl-sulfonyl)piperidin-4-yl)-N-(pyridin-4-ylmethyl)isoquinoline-3-carboxamide C(CCC)S(=O)(=O)N1CCC(CC1)N(C(=O)C=1N=CC2=CC=CC=C2C1)CC1=CC=NC=C1